BrC=1C=CC=2N(C1)C=NC2C(=O)N[C@H](CO)C2=CC(=CC(=C2)OC)F (S)-6-bromo-N-(1-(3-fluoro-5-methoxyphenyl)-2-hydroxyethyl)imidazo[1,5-a]pyridine-1-carboxamide